5-fluoro-N-isopropylbenzamide FC=1C=CC=C(C(=O)NC(C)C)C1